ClC1=CC2=C(N(C(N=C2N2[C@H](CN(CC2)C(=O)OC(C)(C)C)CC)=O)C=2C(=NC=CC2C)C(C)C)N=C1C1=C(C=CC=2C=COC21)F tert-butyl (3S)-4-(6-chloro-7-(6-fluorobenzofuran-7-yl)-1-(2-isopropyl-4-methylpyridin-3-yl)-2-oxo-1,2-dihydropyrido[2,3-d]pyrimidin-4-yl)-3-ethylpiperazine-1-carboxylate